3-[[[[[4-(aminocarbonyl)phenyl]amino]carbonyl]amino]methyl]-N-(1,2,3,4-tetrahydro-7-isoquinolinyl)-benzamide NC(=O)C1=CC=C(C=C1)NC(=O)NCC=1C=C(C(=O)NC2=CC=C3CCNCC3=C2)C=CC1